3-(9-((4-(aminomethyl)-2-methyl-6-(propylcarbamoyl)phenyl)carbamoyl)-4,5-dihydrobenzo[b]thieno[2,3-d]oxepin-8-yl)-6-(propylcarbamoyl)picolinic acid NCC1=CC(=C(C(=C1)C(NCCC)=O)NC(=O)C1=CC2=C(OCCC3=C2SC=C3)C=C1C=1C(=NC(=CC1)C(NCCC)=O)C(=O)O)C